C(C)(C)OC(=O)C1(CC(C1)(C(F)(F)F)O)C(=O)OC(C)C 3-hydroxy-3-(trifluoromethyl)cyclobutane-1,1-dicarboxylic acid diisopropyl ester